COC(=O)C1(NCC(C1)=C)CC(=C)CCl 2-(2-(chloromethyl)allyl)-4-methylenepyrrolidine-2-carboxylic acid methyl ester